C[Si](O[Si](O[Si](C)(C)C)(O[Si](C)(C)C)CCCNC(CCCCC[N+](CCCCS(=O)(=O)[O-])(C)C)=O)(C)C 4-((6-((3-(1,1,1,5,5,5-hexamethyl-3-((trimethylsilyl)oxy)trisiloxan-3-yl)propyl)amino)-6-oxohexyl)dimethylammonio)butane-1-sulfonate